2-((5-isobutyl-1-(3-methoxycyclohexyl)-1H-pyrazol-3-yl)amino)-5-(thiophen-2-yl)nicotinic acid C(C(C)C)C1=CC(=NN1C1CC(CCC1)OC)NC1=C(C(=O)O)C=C(C=N1)C=1SC=CC1